4-(methylsulfinyl)-pyridin CS(=O)C1=CC=NC=C1